4-acetamido-N-(2-morpholin-4-ylethyl)benzamide C(C)(=O)NC1=CC=C(C(=O)NCCN2CCOCC2)C=C1